ClC=1C=C(C#N)C=C(C1)C(C)(C)C1=CC=C(C=C1)OCC1=NC(=NC=C1)N1CCC(CC1)=O 3-chloro-5-(2-(4-((2-(4-oxopiperidin-1-yl)pyrimidin-4-yl)methoxy)phenyl)propan-2-yl)benzonitrile